C(CCC)OC1=NN2C(C(=N1)N)=NC=C2CC2=CC=C(C=C2)CN2CCCCC2 C2-butoxy-7-(4-(piperidin-1-ylmethyl)benzyl)imidazo[2,1-f][1,2,4]triazin-4-amine